3-[p-(4-morpholino-1H-1,5,7-triazainden-2-yl)phenyl]-1,3,8-triaza-2,4-spiro[4.5]decanedion O1CCN(CC1)C1=C2C=C(NC2=NC=N1)C1=CC=C(C=C1)N1C(NC2(C1=O)CCNCC2)=O